C(=C)OCCC(O)C1CCCCC1 (vinyloxyethyl)cyclohexylmethanol